(phenyl)(biphenylyl)(Dibutylphenylindolocarbazolyl)triazine C1(=CC=CC=C1)C1=C(C(=NN=N1)C1=C2C(=C(C(=C1C1=CC=CC=C1)CCCC)CCCC)N=C1C=CC3=C4C=CC=CC4=NC3=C12)C1=C(C=CC=C1)C1=CC=CC=C1